C(#N)NC(C(=C)C)=O N-cyano-methacrylamide